Propyl (R)-2-ethyl-4,7,9-trimethyl-3,8-dioxo-2-azaspiro[4.5]deca-6,9-diene-4-carboxylate C(C)N1CC2([C@](C1=O)(C(=O)OCCC)C)C=C(C(C(=C2)C)=O)C